CCCC(CCCCCCC(CCCCCCCCC)O)O eicosane-4,11-diol